(3R)-N-[5-(2,6-dichlorophenyl)-1H-indazol-3-yl]pyrrolidine-3-carboxamide hydrochloride Cl.ClC1=C(C(=CC=C1)Cl)C=1C=C2C(=NNC2=CC1)NC(=O)[C@H]1CNCC1